4-difluoromethoxy-2,5-difluorophenylbis-(4-methoxy-benzyl)amine FC(OC1=CC(=C(C=C1F)N(CC1=CC=C(C=C1)OC)CC1=CC=C(C=C1)OC)F)F